ClC=1C=CC=C2CN(C(C12)=O)C(C(=O)O)C(C)C 2-(7-chloro-1-oxoisoindolin-2-yl)-3-methylbutanoic acid